CC=1C(=C(N=NC1C(F)(F)F)OC1=C(C=C(C=C1)OC(F)(F)F)C)C(=O)NC1=CC(=CC=C1)S(=O)(=N)C 5-Methyl-3-(2-methyl-4-(trifluoromethoxy)phenoxy)-N-(3-(S-methylsulfonimidoyl)phenyl)-6-(trifluoromethyl)pyridazine-4-carboxamide